SC=1SCCN1 2-Mercapto-thiazoline